5-ethoxy-2-[2-(trifluoromethyl)phenyl]pyrimido[4,5-d]pyrimidin-4-ol C(C)OC1=C2C(=NC=N1)N=C(N=C2O)C2=C(C=CC=C2)C(F)(F)F